(2S)-2-fluoro-N-(6-{2-[(4-methyl-6-propanoylpyridin-3-yl)amino]pyridin-3-yl}pyrimidin-4-yl)cyclopropane-1-carboxamide F[C@@H]1C(C1)C(=O)NC1=NC=NC(=C1)C=1C(=NC=CC1)NC=1C=NC(=CC1C)C(CC)=O